NC1=NC2=CC=C(C=C2C=C1C)C(=O)N(CC1=NC=C(C=C1)C(F)(F)F)[C@H]1[C@H](C2=CC=CC=C2C1)O 2-amino-N-((1S,2R)-1-hydroxy-2,3-dihydro-1H-inden-2-yl)-3-methyl-N-((5-(trifluoromethyl)-2-pyridinyl)methyl)-6-quinolinecarboxamide